(3-fluoro-4-nitrophenyl)(4-phenylpiperazin-1-yl)methanone FC=1C=C(C=CC1[N+](=O)[O-])C(=O)N1CCN(CC1)C1=CC=CC=C1